3-chloro-2-(3-chloropropoxy)-5-[1-methyl-1-[4-[(2-methylsulfanylpyrimidin-4-yl)methoxy]phenyl]ethyl]benzonitrile ClC=1C(=C(C#N)C=C(C1)C(C)(C1=CC=C(C=C1)OCC1=NC(=NC=C1)SC)C)OCCCCl